(4S)-5-amino-5-oxo-4-[1-oxo-5-[(3S)-pyrrolidin-3-yl]oxy-isoindolin-2-yl]pentanoic acid tert-butyl ester C(C)(C)(C)OC(CC[C@@H](C(=O)N)N1C(C2=CC=C(C=C2C1)O[C@@H]1CNCC1)=O)=O